C(C)(C)(C)C1=CC=C(C=C1)C1(CC(C1)N(C(OC(C)(C)C)=O)C)O tert-Butyl (3-(4-(tert-butyl)phenyl)-3-hydroxycyclobutyl)(methyl)carbamate